CN1CCC(CC1)NC(=O)C1=CC2=C(N3C=4C=CC=CC4N=C13)N=CC(=C2)F 3-Fluoro-1,7,11b-triaza-benzo[c]fluorene-6-carboxylic Acid (1-methyl-piperidin-4-yl)-amide